CC(C=C)(C)O[SiH](C)C (1,1-dimethyl)allyloxy-dimethylsilane